2-phenyl-N-(4'-(5-(trifluoromethyl)-1,2,4-oxadiazol-3-yl)-[2,2'-bipyridin]-5-yl)acetamide C1(=CC=CC=C1)CC(=O)NC=1C=CC(=NC1)C1=NC=CC(=C1)C1=NOC(=N1)C(F)(F)F